C(CCC)OC1=C(C=O)C=CC(=C1)C=O 2-butoxyterephthalaldehyde